C(C)C(COC1=CC=C(C=C1)C1=NC(=NC(=N1)C1=CC=C(C=C1)OCC(CCCC)CC)C1=CC=C(C=C1)OCC(CCCC)CC)CCCC 2,4,6-tris[4-[(2-ethylhexyl)oxy]phenyl]-1,3,5-triazine